NC1=NC=C(C(=N1)C(F)F)C1=NC(=NC(=N1)N1CCOCC1)N1CCN(CC1)C(=O)C1CCN(CC1)C(=O)OC(C)(C)C tert-butyl 4-(4-(4-(2-amino-4-(difluoromethyl)pyrimidin-5-yl)-6-morpholino-1,3,5-triazin-2-yl)piperazine-1-carbonyl)piperidine-1-carboxylate